2-(biphenyl-4-yl)-4-(9,9-diphenyl-9H-fluoren-4-yl)-6-phenyl-1,3,5-triazine C1(=CC=C(C=C1)C1=NC(=NC(=N1)C1=CC=CC=2C(C3=CC=CC=C3C12)(C1=CC=CC=C1)C1=CC=CC=C1)C1=CC=CC=C1)C1=CC=CC=C1